8-[1-[[6-chloro-2-(1-hydroxy-2,3,1-benzoxazaborinin-6-yl)-3-pyridyl]amino]ethyl]-2-cyclopropyl-3,6-dimethyl-chromen-4-one ClC1=CC=C(C(=N1)C=1C=CC2=C(C=NOB2O)C1)NC(C)C=1C=C(C=C2C(C(=C(OC12)C1CC1)C)=O)C